BrC1=C(C=C(C#N)C=C1)OC=1C(=NC=CC1[N+](=O)[O-])Cl 4-bromo-3-((2-chloro-4-nitropyridin-3-yl)oxy)benzonitrile